5-Methyl-(6S)-tetrahydrofolic acid diacetylcholine salt C(C)(=O)C(O)(C[N+](C)(C)C)C(C)=O.CN1C=2C(NC(=NC2NC[C@@H]1CNC1=CC=C(C(N[C@@H](CCC(=O)[O-])C(=O)O)=O)C=C1)N)=O